C1(=CC=CC=C1)P(C1=C(CN=C(C)C2=NC(=CC=C2)CP(C(C)(C)C)C(C)(C)C)C=CC=C1)C1=CC=CC=C1 N-(2-(diphenylphosphino)benzyl)-1-(6-((di-tert-butylphosphino)methyl)pyridin-2-yl)ethan-1-imine